(3-(tert-Butoxycarbonyl)-2-oxo-2,3-dihydro-1H-benzo[d]imidazol-1-yl)acetic acid C(C)(C)(C)OC(=O)N1C(N(C2=C1C=CC=C2)CC(=O)O)=O